P(O)(F)F phosphorodifluoridous acid